tert-butyl (2R,3S,4S)-4-[(tert-butoxycarbonyl)oxy]-2-[(4-methoxy phenyl)methyl]-3-{[2-(3-{[2-(trimethylsilyl)ethoxy]methyl}imidazol-4-yl)acetyl]oxy}pyrrolidine-1-carboxylate C(C)(C)(C)OC(=O)O[C@@H]1[C@H]([C@H](N(C1)C(=O)OC(C)(C)C)CC1=CC=C(C=C1)OC)OC(CC=1N(C=NC1)COCC[Si](C)(C)C)=O